C(C)(C)(C)OC(=O)N[C@@H](CO)C(=O)OC Methyl (tert-butoxycarbonyl)serinate